trifluoropentanone FC(C(CCC)=O)(F)F